(2R,12S,12aR)-8-methoxy-2,3,6,11,12,12a-hexahydro-2,12-methanopyrrolo[1',2':1,2]azepino[4,5-b]indol-5(1H)-one COC=1C=C2C3=C(NC2=CC1)[C@@H]1[C@@H]2N(C(C3)=O)C[C@@H](C2)C1